[C@H]12CN(C[C@H](CC1)N2)C=2C1=C(N=C(N2)OCC23CCCN3CCC2)C(=C(N=C1)C1=CC=CC2=C1N=C(S2)N)F 4-(4-((1R,5S)-3,8-diazabicyclo[3.2.1]octan-3-yl)-8-fluoro-2-((hexahydro-1H-pyrrolizin-7a-yl)methoxy)pyrido[4,3-d]pyrimidin-7-yl)benzo[d]thiazol-2-amine